The molecule is a member of the class of 7-hydroxyisoflavones that is 7-hydroxyisoflavone which is substituted by an additional hydroxy group at the 3' position and a methoxy group at the 4' position. It has a role as a metabolite and an antioxidant. It is a member of 7-hydroxyisoflavones and a member of 4'-methoxyisoflavones. It derives from an isoflavone. It is a conjugate acid of a calycosin(1-). COC1=C(C=C(C=C1)C2=COC3=C(C2=O)C=CC(=C3)O)O